IC=1C=CC2=C(C(N3C(O2)CCC3)=O)C1 7-iodo-1,2,3,3a-tetrahydro-9H-benzo[e]pyrrolo[2,1-b][1,3]oxazin-9-one